3-Cyano-5,7-diphenylpyrazolo[1,5-a]pyrimidine-2-carboxylic acid C(#N)C=1C(=NN2C1N=C(C=C2C2=CC=CC=C2)C2=CC=CC=C2)C(=O)O